C(C1=CC=CC=C1)(=O)P(OC)([O-])=O monomethyl benzoylphosphonate